4-(2-(2,4-difluorophenoxy)-5-(ethylsulfonylamino)phenyl)-2-(2-(dimethylamino)ethoxy)-6-methylpyridine FC1=C(OC2=C(C=C(C=C2)NS(=O)(=O)CC)C2=CC(=NC(=C2)C)OCCN(C)C)C=CC(=C1)F